C(#N)C=1C=C(C=CC1)C1=NC(=NC(=C1C(=O)O)NC1=CC=NC=C1)N1CCOCC1 4-(3-cyanophenyl)-2-morpholino-6-(4-pyridylamino)pyrimidine-5-carboxylic acid